C(CCCCCC)S heptanethiol